C(C)N(S(=O)(=O)C=1C=C(C=CC1)NC(C1=CC=C(C=C1)S(=O)(=O)N1CCCC2=CC=CC=C12)=O)CC N-(3-(N,N-diethylsulfamoyl)phenyl)-4-((3,4-dihydroquinolin-1(2H)-yl)sulfonyl)benzamide